C(C=C)(=O)O.C(C=C)(=O)O.C(C=C)(=O)O.C(C)OC(C(O)(O)O)C ethoxytrihydroxypropane triacrylate